2-amino-4,5-dimethoxybenzoic acid propynoic anhydride C(C#C)(=O)OC(C1=C(C=C(C(=C1)OC)OC)N)=O